(3-((2H-pyrazolo[3,4-c]-pyridin-2-yl)methyl)bicyclo-[1.1.1]pentan-1-yl)(5-(3,5-difluorophenyl)-4,5-dihydro-1H-pyrazol-1-yl)methanone N=1N(C=C2C1C=NC=C2)CC21CC(C2)(C1)C(=O)N1N=CCC1C1=CC(=CC(=C1)F)F